ClC=1C2=C(N=CN1)C(=CN2C)Cl 4,7-dichloro-5-methyl-5H-pyrrolo[3,2-d]Pyrimidine